C(#N)CN1N=C(C(=C1)C1=CN=C2N1C=CN=C2NC2=CC(=C(C(=O)NCC(=O)N1CC(NCC1)C)C=C2)CC)C(F)(F)F 4-[[3-[1-(cyanomethyl)-3-(trifluoromethyl)pyrazol-4-yl]imidazo[1,2-a]pyrazin-8-yl]amino]-2-ethyl-N-[2-(3-methylpiperazin-1-yl)-2-oxo-ethyl]benzamide